COC=1C=2N(C=C(N1)NC(=O)C1=CC=C(C3=CN(N=C13)C)N1CC(CC1)N(C(OC(C)(C)C)=O)C)C=C(N2)C tert-butyl N-{1-[7-({8-methoxy-2-methylimidazo[1,2-a]pyrazin-6-yl} carbamoyl)-2-methylindazol-4-yl]pyrrolidin-3-yl}-N-methylcarbamate